BrC=1C(=C(C=CC1)N1CCN(CC1)C(C)C)[N+](=O)[O-] 1-(3-bromo-2-nitrophenyl)-4-isopropylpiperazine